NC(C1=CC=C(OCC(=O)NCCOCCOCC(NCCOCCOCC(NCCOCCOCC(NCCOCCOCC(NCCOCCOCC(NCCOCCOCC(=O)N)=O)=O)=O)=O)=O)C=C1)C1=C(C=C(C=C1)OC)OC 2-(4-(amino(2,4-dimethoxyphenyl)methyl)phenoxy)-N-(53-amino-8,17,26,35,44,53-hexaoxo-3,6,12,15,21,24,30,33,39,42,48,51-dodecaoxa-9,18,27,36,45-pentaazatripentacontyl)acetamide